N-(4-Fluorobenzyl)-4-(4-(4-fluorophenyl)-1-(2,2,2-trifluoroethyl)-1H-imidazol-5-yl)pyrimidin-2-amine FC1=CC=C(CNC2=NC=CC(=N2)C2=C(N=CN2CC(F)(F)F)C2=CC=C(C=C2)F)C=C1